C1(CCC1)N1CC(N(CC1)[C@H]1C=CN(S1)C1=NNC(=C1C(C)C)C=1C=C(C=2N(C1)N=CN2)OC)C (R)-5-(4-cyclobutyl-2-methylpiperazin-1-yl)-2-(4-isopropyl-5-(8-methoxy-[1,2,4]triazolo[1,5-a]pyridin-6-yl)-1H-pyrazol-3-yl)thiazoleN